3-(4-(3,4-difluoro-2-(trifluoromethyl)phenyl)piperidine-1-carbonyl)-1,4,5,7-tetrahydro-6H-pyrazolo[3,4-c]pyridine-6-carbonitrile FC=1C(=C(C=CC1F)C1CCN(CC1)C(=O)C1=NNC=2CN(CCC21)C#N)C(F)(F)F